COC=1C2=C(N=C(N1)NC1=CC=C(C=C1)CN1CCOCC1)NC=C2C2=CC=C(C=C2)S(=O)(=O)N(C)C 4-(4-methoxy-2-((4-(morpholinomethyl)phenyl)amino)-7H-pyrrolo[2,3-d]pyrimidin-5-yl)-N,N-dimethylbenzenesulfonamide